BrC=1C=CC(=C2C(=NN(C12)CC(F)F)NS(=O)(=O)C1CC1)Cl N-(7-bromo-4-chloro-1-(2,2-difluoroethyl)-1H-indazol-3-yl)cyclopropanesulfonamide